BrC=1N=CC=2N(C1)C(=CN2)C2=NC=CC(=N2)N2[C@H]([C@H](NCC2)C=2C=NNC2)C Cis-6-Bromo-3-(4-(2-methyl-3-(1H-pyrazol-4-yl)piperazin-1-yl)pyrimidin-2-yl)imidazo[1,2-a]pyrazine